ClC=1C=C(C=CC1C)C(C(=O)NCC=1SC=C2C1CN(C2=O)C2C(NC(CC2)=O)=O)=C (2S)-2-(3-chloro-4-methylphenyl)-N-((5-(2,6-dioxopiperidin-3-yl)-4-oxo-5,6-dihydro-4H-thieno[3,4-c]pyrrol-1-yl)methyl)propenamide